COC1=CC=C(C=N1)C1=NC(=NC(=C1)C(F)(F)F)SC (6-methoxypyridin-3-yl)-2-(methylthio)-6-(trifluoromethyl)pyrimidine